B(F)(F)F.[Pt].[Cu].[Mg].[Li] lithium magnesium copper platinum boron fluoride